Aluminium tris(8-hydroxyquinolinate) OC=1C=CC=C2C=CC(=NC12)C(=O)[O-].OC=1C=CC=C2C=CC(=NC12)C(=O)[O-].OC=1C=CC=C2C=CC(=NC12)C(=O)[O-].[Al+3]